FC(OC1=C(C=CC(=C1)OC1CN(C1)CCCF)[C@H]1N([C@@H](CC2=C1NC1=CC=CC=C21)C)CC(F)(F)F)F (1R,3R)-1-(2-(difluoromethoxy)-4-((1-(3-fluoropropyl)azetidin-3-yl)oxy)phenyl)-3-methyl-2-(2,2,2-trifluoroethyl)-2,3,4,9-tetrahydro-1H-pyrido[3,4-b]indole